N=1NC(=C2C1C[C@@H]1[C@H]2C1)C(=O)OCC ethyl (3bR,4aR)-3b,4,4a,5-tetrahydro-2H-cyclopropa[3,4]cyclopenta[1,2-c]pyrazole-3-carboxylate